4-(3-(2-chloroacetyl)-2,5-dimethyl-1H-pyrrol-1-yl)-2,3-difluorobenzonitrile ClCC(=O)C1=C(N(C(=C1)C)C1=C(C(=C(C#N)C=C1)F)F)C